(3S)-5-hydroxy-3-pyrimidin-5-yl-isoxazolidine-2-carboxylic acid tert-butyl ester C(C)(C)(C)OC(=O)N1OC(C[C@H]1C=1C=NC=NC1)O